FC(C1=NC2=CC=C(C=C2C=C1)[C@@H]1[C@H](C1)C=1C=2N(N=C(C1)C=1C(NC(NC1)=O)=O)C=CN2)(F)F 5-(8-((1S,2S)-2-(2-(trifluoromethyl)quinolin-6-yl)cyclopropyl)imidazo[1,2-b]pyridazin-6-yl)pyrimidine-2,4(1H,3H)-dione